1-[(4aS,8aR)-4-[6-(2-ethyl-6-hydroxy-phenyl)pyridazin-3-yl]-3,4a,5,7,8,8a-hexahydro-2H-pyrido[4,3-b][1,4]oxazin-6-yl]ethanone C(C)C1=C(C(=CC=C1)O)C1=CC=C(N=N1)N1[C@@H]2[C@H](OCC1)CCN(C2)C(C)=O